C(C)C=1C(NC=2C=C(C=NC2C1)CN1CCN(CC1)C1=C(C=C(C(=O)N[C@@H]2COCC2)C=C1)F)=O (S)-4-(4-((7-ethyl-6-oxo-5,6-dihydro-1,5-naphthyridin-3-yl)methyl)piperazin-1-yl)-3-fluoro-N-(tetrahydrofuran-3-yl)benzamide